N'-((tetrahydrofuran-2,5-diyl)bis(1,2,2-trifluoroethane-2,1-diyl))bis(1,1,2,2,3,3,3-heptafluoro-N-(perfluoropropyl)propan-1-amine) O1C(CCC1C(C(F)N(C(C(C(F)(F)F)(F)F)(F)F)C(C(C(F)(F)F)(F)F)(F)F)(F)F)C(C(F)N(C(C(C(F)(F)F)(F)F)(F)F)C(C(C(F)(F)F)(F)F)(F)F)(F)F